ClC1=CC(=C(C(=O)O)C(=C1)OC(F)(F)F)C 4-chloro-2-methyl-6-(trifluoromethoxy)benzoic acid